(4aR,10aR)-7-hydroxy-1-propyl-2H,3H,4H,4aH,5H,10H,10aH-benzo[g]quinolin-6-yl sulfamate S(N)(OC1=C(C=CC2=C1C[C@H]1CCCN([C@@H]1C2)CCC)O)(=O)=O